CN(C(C)C1=NC2=CC=C(C=C2C(N1C1=CC=C(C=C1)OC)=O)[N+](=O)[O-])C 2-(1-(dimethylamino)ethyl)-3-(4-methoxyphenyl)-6-nitroquinazolin-4(3H)-one